N(=NC(=O)OC(C)(C)C)C(=O)OC(C)(C)C Di-tertbutyl azodicarboxylate